BrC=1C(=CC2=C(NC(N2C=2C(=NC(=CC2)OCC2=CC=CC=C2)OCC2=CC=CC=C2)=O)C1)F 6-bromo-3-(2,6-dibenzyloxy-3-pyridyl)-5-fluoro-1H-benzimidazol-2-one